ClC=1C=CC2=C(N=C(S2)C=2C(=C(N)C=C(C2)F)C)C1 3-(5-chlorobenzo[d]thiazol-2-yl)-5-fluoro-2-methylaniline